(2R)-2-[(2S)-4-[2-chloro-7-(2-trimethylsilylethoxymethyl)pyrrolo[2,3-d]pyrimidin-4-yl]piperazin-2-yl]-3-methyl-butan-2-ol ClC=1N=C(C2=C(N1)N(C=C2)COCC[Si](C)(C)C)N2C[C@H](NCC2)[C@@](C)(C(C)C)O